C12(CC3CC(CC(C1)C3)C2)PC23CC1CC(CC(C2)C1)C3 di(1-adamantyl)phosphine